1-(((3-(2-azidoethoxy)-5,7-dimethyladamantan-1-yl)methyl)-5-methyl-1H-pyrazol-4-yl)-6-(8-(methoxycarbonyl)naphthalen-2-yl)picolinate N(=[N+]=[N-])CCOC12CC3(CC(CC(C1)(C3)C)(C2)C)CN2N=CC(=C2C)N2C(C=CC=C2C2=CC3=C(C=CC=C3C=C2)C(=O)OC)C(=O)[O-]